NC1=C2CCN(CC2=C(C=C1)Br)C(=O)OC(C)(C)C 5-amino-8-bromo-2-t-butoxycarbonyl-1,2,3,4-tetrahydroisoquinoline